12-Chloro-18,20-difluoro-13-methoxy-4-methyl-15,15-dioxo-8-oxa-15λ6-thia-4,5,16-triazatetracyclo[15.3.1.110,14.02,6]docosa-1(20),2,5,10,12,14(22),17(21),18-octaen-9-one ClC=1C=C2C(OCC3=NN(C=C3C3=C(C=C(C(NS(C(C1OC)=C2)(=O)=O)=C3)F)F)C)=O